2-Ethyl-1-(2-fluoro-4-(3,3,3-trifluoro-2-(trifluoromethyl)propyl)phenyl)-N-(((1s,4s)-1-hydroxy-4-(methylsulfonyl)cyclohexyl)methyl)-5-methyl-1H-imidazole-4-carboxamide C(C)C=1N(C(=C(N1)C(=O)NCC1(CCC(CC1)S(=O)(=O)C)O)C)C1=C(C=C(C=C1)CC(C(F)(F)F)C(F)(F)F)F